FC(C(C(C(C(C(C(C(C(C(C(C(C(C(C(F)(F)F)(F)F)(F)F)(F)F)(F)F)(F)F)(F)F)(F)F)(F)F)(F)F)(F)F)(F)F)(F)F)(F)F)(F)F perfluoropentadecane